N-(4-(hydroxymethyl)phenyl)-2-(6-methoxynaphthalen-2-yl)propanamide OCC1=CC=C(C=C1)NC(C(C)C1=CC2=CC=C(C=C2C=C1)OC)=O